S(=O)(=O)(O)O.I[IH]I triiodane sulfate